C(C=C)(=O)N1C[C@@H](C[C@@H]1C)N1C(=C(C2=C1N=CN=C2N)C(=O)N[C@H](C)C2=CC=CC=C2)C#CCC 7-((3R,5S)-1-propenoyl-5-methylpyrrolidin-3-yl)-4-amino-6-(but-1-yn-1-yl)-N-((R)-1-phenylethyl)-7H-pyrrolo[2,3-d]pyrimidine-5-carboxamide